CC1CCC(N(C1)C(C(=O)NC=1C=NC=C(C(=O)N)C1)=O)C1=CC=C(C=C1)C1=CN=CS1 5-(2-(5-methyl-2-(4-(thiazol-5-yl)phenyl)piperidin-1-yl)-2-oxoacetamido)nicotinamide